FC1=C(C=C(CC2=NNC(C3=CC=CC=C23)=O)C=C1)C(=O)N1CCN(CC1)C(CCCCCO[C@H]1CC[C@H]2[C@@H]3CC[C@H]4CC([C@@H](C[C@@]4([C@H]3CC[C@]12C)C)C)=O)=O 4-(4-fluoro-3-(4-(6-((2R,5S,8R,9S,10S,13S,14S,17S)-2,10,13-trimethyl-3-oxohexadecahydro-1H-cyclopenta[a]phenanthren-17-yloxy)hexanoyl)piperazine-1-carbonyl)benzyl)phthalazin-1(2H)-one